5-(4-(4-(3-(2,4-dihydroxy-5-isopropylphenyl)-5-(ethylcarbamoyl)-4H-1,2,4-triazol-4-yl)benzyl)piperazin-1-yl)-2-methyl-5-oxopentanoic acid OC1=C(C=C(C(=C1)O)C(C)C)C1=NN=C(N1C1=CC=C(CN2CCN(CC2)C(CCC(C(=O)O)C)=O)C=C1)C(NCC)=O